CN(CCNC(OC(CCCCOC(CCCCCCCCCCCCC)=O)CCCCOC(CCCCCCCCCCCCC)=O)=O)CCN(C)C 11,14-dimethyl-7-oxo-5-{4-[(1-oxotetradecyl) oxy] butyl}-6-oxa-8,11,14-triazapentadec-1-yltetradecanoate